6-amino-2-fluoro-3-methoxybenzaldehyde NC1=CC=C(C(=C1C=O)F)OC